ClC=1N=C(C=2N=CN([C@H]3[C@H](O)[C@H](O)[C@@H](CO)O3)C2N1)N 2-chloro-adenosine